C1(=CC=CC=C1)C(SC1=CC=CC=C1)SC1=CC=CC=C1 phenyl-bis(phenylthio)methane